2-bromo-1-(bicyclo[1.1.1]pentan-1-yl)ethan-1-one BrCC(=O)C12CC(C1)C2